4-((4-aminophenyl)sulfonyl)-N-methylpyridine-2-carboxamide NC1=CC=C(C=C1)S(=O)(=O)C1=CC(=NC=C1)C(=O)NC